BrC=1CN(C(=CC1OCC1=NC=C(C=C1F)F)C)C1=CC(=NC=C1C)N1CC(=CC=C1)C(C)(C)O 3''-bromo-4''-((3,5-difluoropyridine-2-yl)methoxy)-3-(2-hydroxypropane-2-yl)-5',6''-dimethyl-2H,2''H-[1,2':4',1''-terpyridine]